C(CCCCCCCCCCCCCCC(C)C)(=O)O.OCC(O)CO.OCC(O)CO.OCC(O)CO tri-glycerol isostearate